(Z)-5-(benzo[d]thiazol-6-ylmethylene)-2-thioxoimidazolidin-4-one S1C=NC2=C1C=C(C=C2)\C=C/2\C(NC(N2)=S)=O